CN(CCCN1C=2C=CC(=CC2C=2C1=NC=1CCCCC1C2)OC(C)C)C 6-(3-(dimethylamino)propyl)-9-isopropoxy-2,3,4,6-tetrahydro-1H-indolo[2,3-b]quinoline